ClC=1C=CC(=NC1Cl)CN (5,6-dichloropyridin-2-yl)methanamine